N-{[2-({2-azaspiro[3.4]oct-2-yl}methyl)-1H-indol-6-yl]methyl}-4-oxo-4H-pyrido[1,2-a]pyrimidine-2-carboxamide C1N(CC12CCCC2)CC=2NC1=CC(=CC=C1C2)CNC(=O)C=2N=C1N(C(C2)=O)C=CC=C1